rac-methyl (5aR,6S,7R,8R,8aS)-5a-(4-bromophenyl)-8,8a-dihydroxy-1,3-dimethoxy-6-phenyl-5a,7,8,8a-tetrahydro-6H-cyclopenta(4,5)furo[3,2-c]pyridine-7-carboxylate BrC1=CC=C(C=C1)[C@]12[C@](C=3C(=NC(=CC3O1)OC)OC)([C@@H]([C@@H]([C@H]2C2=CC=CC=C2)C(=O)OC)O)O |r|